ClC=1C=C(C)C=CC1 m-chloro-toluene